3-((Benzyloxy)methyl)-1-(8-chloro-1-((1,1,1-trifluoropropan-2-yl)oxy)-2,7-naphthyridin-3-yl)-4-ethyl-1H-1,2,4-triazol-5(4H)-one C(C1=CC=CC=C1)OCC1=NN(C(N1CC)=O)C=1N=C(C2=C(N=CC=C2C1)Cl)OC(C(F)(F)F)C